C[C@@H]1CN(C[C@H]2N1CC(C2)=O)C2=C1C=CC=NC1=C(C=C2)C#N 5-[(4R,8aS)-4-methyl-7-oxo-1,3,4,6,8,8a-hexahydropyrrolo[1,2-a]pyrazin-2-yl]quinoline-8-carbonitrile